OC[C@H](C)NC=1N=CC=2CC(C=3NC=4C(=CC=CC4C3C2N1)P(C)(C)=O)(C)C (S)-(2-((1-hydroxypropan-2-yl)amino)-6,6-dimethyl-6,7-dihydro-5H-pyrimido[5,4-c]carbazol-8-yl)dimethylphosphine oxide